ClC1=C(C(=CC=C1)F)NC(C1=C(C=C(C(=C1)F)C1=NC(=CN(C1=O)CCC)C)O[C@H](C(F)(F)F)C)=O (S)-N-(2-chloro-6-fluorophenyl)-5-fluoro-4-(6-methyl-3-oxo-4-propyl-3,4-dihydropyrazin-2-yl)-2-((1,1,1-trifluoropropan-2-yl)oxy)benzamide